NC1=NC=NC=C1CNCCO 2-(((4-aminopyrimidin-5-yl)methyl)amino)ethan-1-ol